IC1=C(C=CC=C1)N(C(OC(C)(C)C)=O)CCCCC Tert-butyl (2-iodophenyl)(pentyl)carbamate